BrC1=CC=CC(=N1)NC(=O)[C@H]1N(C[C@@H](C1)F)C(CN1N=C(C(=C1)C=1C=NN(C1)C1CC1)C(=O)N)=O (2-((2S,4R)-2-((6-bromopyridin-2-yl)carbamoyl)-4-fluoropyrrolidin-1-yl)-2-oxoethyl)-1'-cyclopropyl-1H,1'H-[4,4'-bipyrazole]-3-carboxamide